C1(CC1)C=1C(=NC=NC1)NC1=CC(=C2N(C1=O)C1(NC2=O)CCCCC1)C 6'-((5-cyclopropylpyrimidin-4-yl)amino)-8'-methyl-2'H-spiro[cyclohexane-1,3'-imidazo[1,5-a]pyridine]-1',5'-dione